C(C)(C)(C)OC(=O)N1[C@@H]2CN[C@H](C1)CC2 (1S,4S)-2,5-diazabicyclo[2.2.2]octane-2-carboxylic acid tert-butyl ester